C(CCCCCCC\C=C/CCCCCCCC)C1(OC[C@@H](O1)CCN(C)C)CCCCCCCC\C=C/CCCCCCCC 2-((S)-2,2-di((Z)-octadec-9-en-1-yl)-1,3-dioxolan-4-yl)-N,N-dimethylethan-1-amine